C1=CC=CC=2C3=CC=CC=C3C(C12)COC(=O)N([C@@H]([C@@H](C)CC)C(=O)O[C@H](C)[C@H](C(=O)OCC1=CC=CC=C1)NC(=O)OC(C)(C)C)C (2R,3R)-4-(benzyloxy)-3-((tert-butoxycarbonyl)amino)-4-oxobutan-2-yl N-(((9H-fluoren-9-yl)methoxy)carbonyl)-N-methyl-L-isoleucinate